NC=1C(=CC(=C(C1)NC(OCC)=O)C(C(NCC(F)(F)F)=O)C)F ethyl (5-amino-4-fluoro-2-(1-oxo-1-((2,2,2-trifluoroethyl)amino)propan-2-yl)phenyl)carbamate